NC1=NC=NN2C1=C(C=C2C=2C=C(C(=NC2)OC)C(=O)N[C@@H]2CN(C[C@@H]2F)C2CCC1=CC=CC=C21)C(F)(F)F 5-[4-amino-5-(trifluoromethyl)pyrrolo[2,1-f][1,2,4]triazin-7-yl]-N-[(3R,4S)-1-(2,3-dihydro-1H-inden-1-yl)-4-fluoropyrrolidin-3-yl]-2-methoxypyridine-3-carboxamide